C1(CC1)C1=NC=NC(=C1C1=NC=C(C(=N1)NCC1=CC=C(C=C1)C=1N(C=C(N1)C(F)(F)F)C(C)C)CO)OC (4'-Cyclopropyl-4-((4-(1-isopropyl-4-(trifluoromethyl)-1H-imidazol-2-yl)benzyl)amino)-6'-methoxy-[2,5'-bipyrimidin]-5-yl)methanol